4-(3,3-dimethylureido)-3-(1,3-dioxolan-2-yl)benzoic acid CN(C(NC1=C(C=C(C(=O)O)C=C1)C1OCCO1)=O)C